O1C(OCC1)C=1N=CSC1C1=CC=C(CNC(OC(C)(C)C)=O)C=C1 tert-butyl (4-(4-(1,3-dioxolan-2-yl)thiazol-5-yl)benzyl)carbamate